BrC=1C=NN(C1)[C@H](CC(=O)O)C1CCCC1 (R)-3-(4-bromo-1H-pyrazol-1-yl)-3-cyclopentylpropionic acid